CNCC(=O)[O-].[Na+] Natrium methylglycinat